tert-butyl 8-[[1-(4-nitrophenyl)-4-piperidyl]methyl]-2,8-diazaspiro[4.5]decane-2-carboxylate [N+](=O)([O-])C1=CC=C(C=C1)N1CCC(CC1)CN1CCC2(CCN(C2)C(=O)OC(C)(C)C)CC1